FC=1C=C(C=CC1OC1=C2C(=NC=C1)NN=C2NCCOC)NC(=O)C=2C(N(N=CC2)C2=CC=C(C=C2)F)=O N-(3-fluoro-4-((3-((2-methoxyethyl)amino)-1H-pyrazolo[3,4-b]-pyridin-4-yl)oxy)phenyl)-2-(4-fluorophenyl)-3-oxo-2,3-dihydro-pyridazine-4-carboxamide